CC(CCC1=CC=CC=C1)C=C (3-Methyl-4-pentenyl)benzene